sulfonylbenzoate S(=O)(=O)=C1C(C(=O)[O-])C=CC=C1